tetrastearyl-thiuram disulfide C(CCCCCCCCCCCCCCCCC)N(C(SSC(N(CCCCCCCCCCCCCCCCCC)CCCCCCCCCCCCCCCCCC)=S)=S)CCCCCCCCCCCCCCCCCC